FC=1C=C(C=CC1)C=1N=NN(C1)[C@@H]1[C@H]([C@@H](O[C@H]2[C@@H]1OC(OC2)C2=CC=CC=C2)CC#N)O ((4aR,6S,7R,8R,8aR)-8-(4-(3-fluorophenyl)-1H-1,2,3-triazol-1-yl)-7-hydroxy-2-phenylhexahydropyrano[3,2-d][1,3]Dioxin-6-yl)acetonitrile